BrC=1C=C(C=CC1F)NC(=NO)C1=NON=C1NCCCS(NCC)(=O)=O N-(3-bromo-4-fluorophenyl)-N'-hydroxyl-4-((3-(N-ethylsulfamoyl)propyl)amino)-1,2,5-oxadiazol-3-formamidine